methyl 2-bromomethyl-6-(4-tert-butyl-phenyl)-nicotinate BrCC1=C(C(=O)OC)C=CC(=N1)C1=CC=C(C=C1)C(C)(C)C